NC1=C2C(=NC=N1)N(N=C2C2=CC=C(C=C2)OC2=CC=CC=C2)C2CCC(CC2)CN2CC(C2)N2CCN(CC2)C=2C=C1CN(C(C1=CC2)=O)C2C(NC(CC2)=O)=O 3-(5-(4-(1-((4-(4-amino-3-(4-phenoxyphenyl)-1H-pyrazolo[3,4-d]pyrimidin-1-yl)cyclohexyl)methyl)azetidin-3-yl)piperazin-1-yl)-1-oxoisoindolin-2-yl)piperidine-2,6-dione